ClC1=CC=C(NC2=C(C(=NC(=N2)S(=O)(=O)C)N2CC(C2)(C#N)C)[N+](=O)[O-])C=C1 1-[6-(4-chloroanilino)-2-methylsulfonyl-5-nitro-pyrimidin-4-yl]-3-methyl-azetidine-3-carbonitrile